ClCC=1N=NC(=CC1)C1=C(C=C(C=C1C)C(F)(F)F)OCOCC 3-(Chloromethyl)-6-(2-(ethoxymethoxy)-6-methyl-4-(trifluoromethyl)phenyl)pyridazine